N=1C=NN2C1C=C(C=C2)OC2=C(C=C(C=C2)NC2=NC=NC1=CC=C3C(=C21)OC[C@H]2NCCN3C2)C (3S)-N-(4-([1,2,4]triazolo[1,5-a]pyridin-7-yloxy)-3-methylphenyl)-3,4,5,6-tetrahydro-2H-3,7-methano[1,4,7]oxadiazonino[2,3-f]quinazolin-13-amine